C(C(C)C)S(=O)(=NC1=CC=C(C=C1)CC1=NOC(=N1)C(F)(F)F)C isobutyl(methyl)((4-((5-(trifluoromethyl)-1,2,4-oxadiazol-3-yl)methyl)phenyl)imino)-λ6-sulfanone